3,5-difluoro-benzyl isocyanate FC=1C=C(CN=C=O)C=C(C1)F